1,1-difluoro-2-chloroethane FC(CCl)F